C(#N)[C@H]1N(CSC1)C(CNC(=O)C1=CC=NC2=CC=C(C=C12)N1C[C@H]([C@H](C1)F)F)=O N-(2-((R)-4-Cyanothiazolidin-3-yl)-2-oxoethyl)-6-((3R,4S)-3,4-difluoropyrrolidin-1-yl)quinoline-4-carboxamide